O[C@@H](C(=O)O[C@H](C(=O)OC1COC(CC1)C)C)C 6-methyltetrahydro-2H-pyran-3-yl (S)-2-(((R)-2-hydroxypropanoyl)oxy)propanoate